ClC1=CC=C2C=CC=NC2=C1NS(=O)(=O)C1=NC=CN=C1N(C)C N-(7-chloro-8-quinolyl)-3-(dimethylamino)pyrazine-2-sulfonamide